2-hydroxy-5-methyl-1,4-naphthoquinone OC=1C(C2=CC=CC(=C2C(C1)=O)C)=O